C(C1CO1)SC1=CC=CC2=CC=CC=C12 (glycidylthio)naphthalene